C(C)(C)C1=CC2=C(N=C(O2)NC2=NC3=C(N2C)C=CC(=C3)C(=O)O)C=C1 2-((6-isopropylbenzo-[d]oxazol-2-yl)amino)-1-methyl-1H-benzo[d]-imidazole-5-carboxylic acid